C1(=CC=C(C=C1)N(C1=CC=C(C=C1)N(C1=CC=CC=C1)C1=CC=C(C=C1)C)C1=CC=CC=C1)C N,N'-bis(p-tolyl)-N,N'-diphenyl-p-phenylenediamine